CC(COC1OCCCC1)(C)C1=NOC(=C1)NC(=O)[C@H]1N(CCC1)C1CCOCC1 (S)-1-(Tetrahydro-pyran-4-yl)-pyrrolidine-2-carboxylic acid (3-[1,1-dimethyl-2-(tetrahydro-pyran-2-yloxy)-ethyl]-isoxazol-5-yl)-amide